α-propyl fluoroacrylate FC(C(=O)OCCC)=C